C(C)(C)(C)OC(=O)NCCCCNC1CC(C1)NC1=NC=C(C(=N1)C1=CNC2=C(C(=CC=C12)C(=O)OC)P(=O)(C)C)C(F)(F)F methyl 3-(2-(((1r,3r)-3-((4-((t-butoxycarbonyl) amino) butyl) amino) cyclobutyl) amino)-5-(trifluoromethyl) pyrimidin-4-yl)-7-(dimethylphosphoryl)-1H-indole-6-carboxylate